2-((2-(4,4-difluorocyclohexyl)-6-methoxy-2H-indazol-5-yl)carbamoyl)-6-methylpyridine 1-oxide FC1(CCC(CC1)N1N=C2C=C(C(=CC2=C1)NC(=O)C1=[N+](C(=CC=C1)C)[O-])OC)F